[N+](=O)([O-])C1=CC(=C(C(=C1F)F)F)[N+](=O)[O-] dinitrotrifluoro-benzene